4-(4-(hydroxymethyl)-1-(tetrahydro-2H-pyran-2-yl)-1H-pyrazol-3-yl)-1'-methyl-spiro[cyclohexane-1,3'-indol]-2'-one OCC=1C(=NN(C1)C1OCCCC1)C1CCC2(C(N(C3=CC=CC=C23)C)=O)CC1